FC(C\N=C/1\C(C2=C(S1)C=C(C=C2)F)=O)F (Z)-2-((2,2-difluoroethyl)imino)-6-fluorobenzo[b]thiophen-3(2H)-one